C(C)C1N(C[C@H]2NS(C=3C(OC[C@]21C)=C(N(C3)C)C(NC3=CC(=C(C(=C3)F)F)F)=O)(=O)=O)C(=O)[O-] (3aS,10aS)-Ethyl-7,10a-dimethyl-8-((3,4,5-trifluorophenyl)carbamoyl)-3a,4,10,10a-tetrahydro-1H,7H-dipyrrolo[3,4-b:3',4'-f][1,4,5]oxathiazocin-2(3H)-carboxylat-5,5-dioxid